CN(C(C(O)C)=O)CC N-methyl-N-ethyllactamide